BrC1=C(C(=O)O)C(=CC=C1F)I 2-bromo-3-fluoro-6-iodobenzoic acid